Piperidine nitrogen [N].N1CCCCC1